tert-butyl (2R,4S)-4-[6-chloro-8-[3-fluoro-2-(hydroxymethyl)thieno[3,2-b]pyridin-7-yl]-3,4-dihydro-2H-quinolin-1-yl]-2-methyl-2-(tetrahydropyran-2-yloxymethyl)pyrrolidine-1-carboxylate ClC=1C=C2CCCN(C2=C(C1)C1=C2C(=NC=C1)C(=C(S2)CO)F)[C@H]2C[C@@](N(C2)C(=O)OC(C)(C)C)(COC2OCCCC2)C